2-amino-6,7-dihydropyrazolo[1,5-a]Pyrazine-4(5H)-one NC1=NN2C(C(NCC2)=O)=C1